6-((3-((6-((3-hexyl)oxy)-6-oxohexyl)(2-hydroxyethyl)amino)propyl)(2-hydroxyethyl)amino)decyl hexanoate C(CCCCC)(=O)OCCCCCC(CCCC)N(CCO)CCCN(CCO)CCCCCC(=O)OC(CC)CCC